C(C)(C)(C)C1N(C(=CC[C@@H]1C)C=1C=CC2=C(N=C(O2)C)C1)C(=O)OC(CN)CCN aminoethyl-ethanolamine tert-butyl-(3S)-3-methyl-6-(2-methyl-1,3-benzoxazol-5-yl)-3,4-dihydro-2H-pyridine-1-carboxylate